(2S)-N-{1-cyano-2-[5-(1-ethyl-2-oxo-3H-indol-6-yl)thieno[3,2-b]thiophen-2-yl]ethyl}-1,4-oxazocane-2-carboxamide C(#N)C(CC1=CC2=C(S1)C=C(S2)C2=CC=C1CC(N(C1=C2)CC)=O)NC(=O)[C@H]2OCCCCNC2